Cl.FC1(C[C@H](CNC1)N1S(C(CC1)C)(=O)=O)F 2-[(3R)-5,5-difluoropiperidin-3-yl]-5-methyl-1λ6,2-thiazolidine-1,1-dione hydrochloride